N[C@@H]1COCC[C@H]1C1=C(C2=NC(=CC(=C2S1)NCC=1SC=CC1)Cl)C#CC 2-((3s,4r)-3-aminotetrahydro-2H-pyran-4-yl)-5-chloro-3-(prop-1-yn-1-yl)-N-(thiophen-2-ylmethyl)thieno[3,2-b]pyridin-7-amine